imino-methyl-oxo-[4-(4,4,5,5-tetramethyl-1,3,2-dioxaborolan-2-yl)phenyl]-λ6-sulfane N=S(C1=CC=C(C=C1)B1OC(C(O1)(C)C)(C)C)(=O)C